(4-((diisopropylcarbamoyl)oxy)phenyl)triphenylphosphonium C(C)(C)N(C(=O)OC1=CC=C(C=C1)[P+](C1=CC=CC=C1)(C1=CC=CC=C1)C1=CC=CC=C1)C(C)C